ClC1=C2N(C=NC2=NC=N1)CC1=CC=C(C=C1)OC 6-chloro-7-[(4-methoxyphenyl)methyl]-7H-purine